C(C)(=O)N1[C@@H](CN(C[C@@H]1C)C(C(=C)F)=O)C1=CC(=NC(=C1)Cl)C1=CC(=NC(=N1)C(F)(F)F)C(=O)NC 6-(4-((2R,6S)-1-acetyl-4-(2-fluoroacryloyl)-6-methylpiperazin-2-yl)-6-chloropyridin-2-yl)-N-methyl-2-(trifluoromethyl)pyrimidine-4-carboxamide